1,4-Bis[(2-methylphenyl)amino]-9,10-anthracenedione CC1=C(C=CC=C1)NC1=CC=C(C=2C(C3=CC=CC=C3C(C12)=O)=O)NC1=C(C=CC=C1)C